N-(2-aminoethyl)carbamic acid [(2R)-2,3-dihydroxypropyl] ester TFA salt OC(=O)C(F)(F)F.O[C@@H](COC(NCCN)=O)CO